4-(2-aminothiazol-5-yl)piperidine-1-carboxylic acid tert-butyl ester C(C)(C)(C)OC(=O)N1CCC(CC1)C1=CN=C(S1)N